O1CC(CCC1)C1=CC=C(C=C1)C1CN(C1)C(=O)N1C[C@@H]2[C@@H](OCC(N2)=O)CC1 |r| rac-(4aR,8aS)-6-[3-(4-tetrahydropyran-3-ylphenyl)azetidine-1-carbonyl]-4,4a,5,7,8,8a-hexahydropyrido[4,3-b][1,4]oxazin-3-one